homolysine N[C@@H](CCCCCN)C(=O)O